FC1=CC=C(C=C1)CNC1=NN(C=C1)C N-[(4-fluorophenyl)methyl]-1-methyl-1H-pyrazol-3-amine